COC1=CC=C(C=C1)CNC(=O)N[C@@H]1C[C@H](C=2C1=CC(=C1C=C(N=CC21)C2CC2)S(NCC(C)C)(=O)=O)NC=2C=NC=C(C2)OC |r| 1-[(4-methoxyphenyl)methyl]-3-[trans-(7RS,9RS)-3-cyclopropyl-9-[(5-methoxypyridin-3-yl)amino]-5-(2-methylpropylsulfamoyl)-8,9-dihydro-7H-cyclopenta[h]isoquinolin-7-yl]urea